1-(Azetidin-1-yl)-2-((3R,4S)-3-fluoro-4-((5-(1-(2-fluoroethyl)-1H-benzo[d][1,2,3]triazol-6-yl)-4-methoxypyrrolo[2,1-f][1,2,4]triazin-2-yl)amino)piperidin-1-yl)ethan-1-one N1(CCC1)C(CN1C[C@H]([C@H](CC1)NC1=NN2C(C(=N1)OC)=C(C=C2)C=2C=CC1=C(N(N=N1)CCF)C2)F)=O